CC1=C(C=CC=C1)N=CC=NC1=C(C=CC=C1)C 1,2-bis(2-methylphenyl-imino)ethane